N=1C=NN2C1C=CC(=C2)C2=CNC=1N=C(N=CC12)N[C@@H]1C[C@@H](C1)OC 5-([1,2,4]triazolo[1,5-a]pyridin-6-yl)-N-(cis-3-methoxycyclobutyl)-7H-pyrrolo[2,3-d]pyrimidin-2-amine